5-(cyclohex-1-enyl)-2-methyl-4-phenyloxazole C1(=CCCCC1)C1=C(N=C(O1)C)C1=CC=CC=C1